C(C)OC(C(C)(C)OC1=C(C=C(C=C1C)CN1C(N(CC1(C)C)C1=CC=CC=C1)=O)C)=O 2-(4-((5,5-dimethyl-2-oxo-3-phenylimidazolin-1-yl)methyl)-2,6-dimethylphenoxy)-2-methylpropionic acid ethyl ester